N-((cis)-3-(5-Chloro-2-cyanophenyl)cyclobutyl)-1-((5-ethyl-4,5,6,7-tetrahydrothiazolo[5,4-c]pyridin-2-yl)methyl)-1H-1,2,3-triazole-4-carboxamide ClC=1C=CC(=C(C1)[C@H]1C[C@H](C1)NC(=O)C=1N=NN(C1)CC=1SC=2CN(CCC2N1)CC)C#N